N1,N3-diphenyl-benzene-1,3-diamine C1(=CC=CC=C1)NC1=CC(=CC=C1)NC1=CC=CC=C1